ClC1=C(C=C2C=C(N=CC2=C1)NC(=O)[C@H]1CC12CC2)[C@H]2[C@@H](CN(CC2)[C@@]2(COC[C@@H]2O)C)F (S)-N-(7-chloro-6-((3S,4S)-3-fluoro-1-((3R,4R)-4-hydroxy-3-methyltetrahydrofuran-3-yl)piperidin-4-yl)isoquinolin-3-yl)spiro[2.2]pentane-1-carboxamide